BrC1=CC(=C(C=C1)N1CCOCC1)C1=NC(=NO1)C1=CC=C(C=C1)C=1N(C=C(N1)C(F)(F)F)C 4-(4-bromo-2-(3-(4-(1-methyl-4-(trifluoromethyl)-1H-imidazol-2-yl)phenyl)-1,2,4-oxadiazol-5-yl)phenyl)morpholine